tert-butyl 4-(4-((3-(4-(1-(4-bromophenyl) vinyl)thiazol-2-yl)ureido)methyl)phenyl)piperazine-1-carboxylate BrC1=CC=C(C=C1)C(=C)C=1N=C(SC1)NC(NCC1=CC=C(C=C1)N1CCN(CC1)C(=O)OC(C)(C)C)=O